methyl (S)-2-amino-3-(7-bromo-1,3-dihydroisobenzofuran-4-yl)propanoate hydrochloride Cl.N[C@H](C(=O)OC)CC1=C2COCC2=C(C=C1)Br